tert-butyl (2S,4R)-1-[(2R)-2-[3-[4-(dimethoxymethyl)-1-piperidyl]isoxazol-5-yl]-3-methyl-butanoyl]-4-hydroxy-pyrrolidine-2-carboxylate COC(C1CCN(CC1)C1=NOC(=C1)[C@H](C(=O)N1[C@@H](C[C@H](C1)O)C(=O)OC(C)(C)C)C(C)C)OC